tert-butyl (S)-8-bromo-2-methyloctanoate BrCCCCCC[C@@H](C(=O)OC(C)(C)C)C